CN1C(CCC1)C1=NC=CC=C1 2-(1-methyl-2-pyrrolidinyl)-pyridine